1-benzoyl-7-(2-(4-(6-fluorobenzothiophen-4-yl)piperazin-1-yl)ethyl)-3,4-dihydroquinolin-2(1H)-one C(C1=CC=CC=C1)(=O)N1C(CCC2=CC=C(C=C12)CCN1CCN(CC1)C1=CC(=CC2=C1C=CS2)F)=O